1-(benzofuran-2-yl(1-benzyl-1H-tetrazol-5-yl)methyl)-4-(3,5-dichloropyridin-4-yl)piperazine O1C(=CC2=C1C=CC=C2)C(N2CCN(CC2)C2=C(C=NC=C2Cl)Cl)C2=NN=NN2CC2=CC=CC=C2